2-(3,6-dihydro-2H-pyran-4-yl)-6-(propan-2-yl)-4-{[4-(propan-2-yl)phenyl]amino}-5,6-dihydro-7H-pyrrolo[3,4-d]pyrimidin-7-one O1CCC(=CC1)C=1N=C(C2=C(N1)C(N(C2)C(C)C)=O)NC2=CC=C(C=C2)C(C)C